COC1=CC=C(CN(S(=O)(=O)C=2C=CC(=C(C(=O)OC)C2)Br)CC2=CC=C(C=C2)OC)C=C1 methyl 5-(N,N-bis(4-methoxybenzyl) sulfamoyl)-2-bromobenzoate